FC(C(=O)O)(F)F.NCCOCCOCCOCCOCCOCCOCCOCCOCCCC(=O)NCCC1=CC=C(C=C1)O 1-amino-N-(4-hydroxyphenylethyl)-3,6,9,12,15,18,21,24-octaoxaheptacosan-27-carboxamide trifluoroacetate